C(C)C(CN(CC(CCCC)CC)CC(CCCC)CC)CCCC tris-(2-ethylhexyl)amine